CC=1C=C(C=C(C1)C)C1=CC=C(C=C1)C#N 3',5'-dimethyl-[1,1'-biphenyl]-4-carbonitrile